2-(methylthio)-1-(2-(5-(5-methylthiophen-2-yl)imidazol-2-yl)piperidin-1-yl)propan-1-one tert-butyl-6-(1,3-dioxane-2-yl)-2-methoxy-3-vinylbenzoate C(C)(C)(C)OC(C1=C(C(=CC=C1C1OCCCO1)C=C)OC)=O.CSC(C(=O)N1C(CCCC1)C=1NC(=CN1)C=1SC(=CC1)C)C